5-(3-(5-fluoro-2-methoxypyridin-3-yl)morpholino)-N-(4-(piperazin-1-yl)phenyl)pyrazolo[1,5-a]Pyrimidine FC=1C=C(C(=NC1)OC)C1COCCN1C1=NC=2N(C=C1)N(CC2)C2=CC=C(C=C2)N2CCNCC2